4-acetyl-1,2,3-trimethyl-1,6-dihydropyrimidinium C(C)(=O)C=1N(C([NH+](CC1)C)C)C